C(C)(=O)OC1CCC1 3-acetoxy-cyclobutane